C1(=CC=CC=C1)C1=CC(=CC(=C1)C1=NC(=CC=C1)C1OCCO1)C1=CC=CC=C1 2-([1,1':3',1''-terphenyl]-5'-yl)-6-(1,3-dioxolan-2-yl)pyridine